C1=C(C=CC2=CC=CC=C12)C(C)=O 1-(naphthalen-2-yl)-1-ethanone